methyl 5-((2-((S)-2-((S)-2-aminopropanamido)propanamido)ethyl)carbamoyl)-4-methyl-2-(2-(4-(trifluoromethyl)phenyl)butanamido)thiophene-3-carboxylate N[C@H](C(=O)N[C@H](C(=O)NCCNC(=O)C1=C(C(=C(S1)NC(C(CC)C1=CC=C(C=C1)C(F)(F)F)=O)C(=O)OC)C)C)C